C(#N)N1[C@H]2[C@@H](C[C@@H]1CC2)NC(=O)C=2C=C1C=NN(C1=CC2)C2=NC(=CC=C2)N2C=NC=C2 N-((1R,2R,4S)-7-cyano-7-azabicyclo[2.2.1]heptan-2-yl)-1-(6-(1H-imidazol-1-yl)-2-pyridinyl)-1H-indazole-5-carboxamide